N-((3R)-7-(9-oxa-3,7-diazabicyclo[3.3.1]nonan-3-yl)chroman-3-yl)-3-amino-4-(difluoromethyl)-6-methylthieno[2,3-b]pyridine-2-carboxamide C12CN(CC(CNC1)O2)C2=CC=C1C[C@H](COC1=C2)NC(=O)C2=C(C=1C(=NC(=CC1C(F)F)C)S2)N